2-(6-(((1r,3s,5s)-8-azabicyclo[3.2.1]oct-3-yl)oxy)pyridazin-3-yl)-5-(1H-pyrazol-4-yl)phenol [C@H]12CC(C[C@H](CC1)N2)OC2=CC=C(N=N2)C2=C(C=C(C=C2)C=2C=NNC2)O